O1C(=NC2=C1C=CC=C2)[2H] benzoxazol-d